2-(4-phenylpiperazin-1-yl)-N-(4-(3-((4-phenylpiperazin-1-yl)methyl)imidazo[1,2-a]pyridin-2-yl)phenyl)acetamide C1(=CC=CC=C1)N1CCN(CC1)CC(=O)NC1=CC=C(C=C1)C=1N=C2N(C=CC=C2)C1CN1CCN(CC1)C1=CC=CC=C1